hydroxypropyliminodiacetic acid sodium [Na].OCCCN(CC(=O)O)CC(=O)O